C1(=CC=CC=C1)C(=C(C1=CC=CC=C1)C1=CC=CC=C1)C1=CC=C(S1)C(CC=C)N 1-(5-(1,2,2-triphenylvinyl)thiophen-2-yl)but-3-en-1-amine